BrC=1C(=CC(=C(OCCCN2C[C@@H](CC2)C(=O)O)C1)C=1OC2=C(C=CC=C2C(C1)=O)Cl)OC (3R)-1-[3-[5-bromo-2-(8-chloro-4-oxo-chromen-2-yl)-4-methoxy-phenoxy]propyl]pyrrolidine-3-carboxylic acid